3-methyloct-2-en-1-ol CC(=CCO)CCCCC